C1(CC1)COC1=CC=C(C=C1)CCC(=O)O 3-[4-(cyclopropylmethoxy)phenyl]propanoic acid